2,3,4,5,6,10b,11,12-Octahydro-spiro[4b-azachrysen-12,2'-[1,3]dithiolan]-1-on S1C2(SCC1)CC1C3=CC=CC=C3CCN1C=1CCCC(C12)=O